C1CC12CCN(CC2)C=2C=C(C=CC2[N+](=O)[O-])NS(=O)(=O)C N-[3-(6-azaspiro[2.5]oct-6-yl)-4-nitro-phenyl]methanesulfonamide